4-(4-(4-(2-fluorophenyl)piperazin-1-yl)pyrido[3,2-d]pyrimidin-6-yl)pyridin-2-amine FC1=C(C=CC=C1)N1CCN(CC1)C=1C2=C(N=CN1)C=CC(=N2)C2=CC(=NC=C2)N